BrCC(=O)NC=1C(=NOC1C(=O)OC)C methyl 4-(2-bromoacetamido)-3-methylisoxazole-5-carboxylate